3-methoxy-11-oxo-10,11-dihydrodibenzo[b,f][1,4]thiazepine-8-carboxylic acid COC1=CC2=C(C(NC3=C(S2)C=CC(=C3)C(=O)O)=O)C=C1